5,6,7,8-tetrahydro-1,6-naphthyridine-2-carboxylic acid hydrochloride Cl.N1=C(C=CC=2CNCCC12)C(=O)O